CC(CN)NCCO Hydroxyethylpropylenediamine